bis(hexamethylenediamine) hydroxide [OH-].NCCCCCCN.C(CCCCCN)N